(E)-1-(2-cyclopropylvinyl)-2-nitrobenzene C1(CC1)/C=C/C1=C(C=CC=C1)[N+](=O)[O-]